(4-cyanophenyl)(2,5-dioxoimidazolidin-1-yl)acetic acid C(#N)C1=CC=C(C=C1)C(C(=O)O)N1C(NCC1=O)=O